(+/-)-trans-3-((2-(5-fluoro-1H-pyrrolo[2,3-b]pyridin-3-yl)-5,6,7,8-tetrahydroquinazolin-4-yl)amino)bicyclo[2.2.2]octane-2-carboxylic acid FC=1C=C2C(=NC1)NC=C2C2=NC=1CCCCC1C(=N2)NC2C(C1CCC2CC1)C(=O)O